C(C)(C)(C)OC(=O)N\C(=N/C(=O)OC(C)(C)C)\NC1=CC(=C(C(=O)OC=2C=3N(C(=CC2)CC(=O)OC(C)(C)C)N=CN3)C=C1)Cl 5-[2-(tert-butoxy)-2-oxoethyl]-[1,2,4]triazolo[1,5-a]pyridin-8-yl 4-{[(1Z)-{[(tert-butoxy)carbonyl]amino}({[(tert-butoxy)carbonyl]imino}) methyl]amino}-2-chlorobenzoate